N-(2-(4-((1R,4R)-2-oxa-5-azabicyclo[2.2.1]heptane-5-yl)piperidine-1-yl)-5-((6-((S)-3-(3-chloro-2-fluorobenzyl)isoxazolidine-2-yl)pyrimidine-4-yl)amino)-4-methoxyphenyl)acrylamide [C@H]12OC[C@H](N(C1)C1CCN(CC1)C1=C(C=C(C(=C1)OC)NC1=NC=NC(=C1)N1OCC[C@@H]1CC1=C(C(=CC=C1)Cl)F)NC(C=C)=O)C2